FC(OC=1C=C(C=C(C1C(=O)N1CCOCC1)OC)C1=CN=C2N1C=CC(=C2)C(C#N)(C)C)F 2-[3-[3-(difluoromethoxy)-5-methoxy-4-(morpholine-4-carbonyl)phenyl]imidazo[1,2-a]pyridin-7-yl]-2-methyl-propanenitrile